[4-[[(2S)-2-[[(2S)-1-[(2S)-2-(9H-Fluoren-9-Ylmethoxycarbonylamino) Propanoyl]Pyrrolidine-2-Carbonyl]Amino]-3-Methyl-Butanoyl]Amino]Phenyl]Methyl (4-Nitrophenyl) Carbonate C(OCC1=CC=C(C=C1)NC([C@H](C(C)C)NC(=O)[C@H]1N(CCC1)C([C@H](C)NC(=O)OCC1C2=CC=CC=C2C=2C=CC=CC12)=O)=O)(OC1=CC=C(C=C1)[N+](=O)[O-])=O